1-((S)-2-hydroxy-2-((1S,3aS,3bR,5aS,8S,10aS,10bS,12aS)-8-hydroxy-8,10a,12a-trimethyloctadecahydrocyclohepta[a]cyclopenta[f]naphthalen-1-yl)propyl)-1H-pyrazole-4-carbonitrile O[C@@](CN1N=CC(=C1)C#N)(C)[C@H]1CC[C@H]2[C@@H]3CC[C@@H]4[C@@]([C@H]3CC[C@@]21C)(CC[C@@](CC4)(C)O)C